C(C)(=O)OC(C(=O)OC1CCCCC1)(C)C cyclohexyl α-acetoxyisobutyrate